5-tert-Butoxycarbonyl-5-methyl-1-pyrroline-N-oxide C(C)(C)(C)OC(=O)C1(CCC=[N+]1[O-])C